O=C1NC(CCC1N1C(C2=CC=CC(=C2C1=O)NCCOCCOCCOCCOCC(=O)O)=O)=O 14-((2-(2,6-dioxopiperidin-3-yl)-1,3-dioxoisoindolin-4-yl)amino)-3,6,9,12-tetraoxatetradecan-1-oic acid